2-methylimidazo[1,2-a]pyrimidine-3-carboxylic acid CC=1N=C2N(C=CC=N2)C1C(=O)O